S1C(=NC2=C1C=CC=C2)NC(=O)C=2C=CC=C1CCN(CC21)C2=CC=C(C(=N2)C(=O)OC(C)(C)C)C2=C(C=C(OCCC[C@@H]1C[C@@H](N(CC1)CC(=O)O)C)C=C2)C 2-[(2S,4S)-4-[3-[4-[6-[8-(1,3-benzothiazol-2-ylcarbamoyl)-3,4-dihydro-1H-isoquinolin-2-yl]-2-tert-butoxycarbonyl-3-pyridyl]-3-methyl-phenoxy]propyl]-2-methyl-1-piperidyl]acetic acid